Bis[(1-tert-butoxycarbonylazetidin-3-yl)methyl]-[3-[[4-[[3-(2,3-difluoro-4-methoxy-phenyl)imidazo[1,2-a]pyrazin-8-yl]amino]-2-ethyl-benzoyl]amino]propyl]-methyl-ammonium iodide [I-].C(C)(C)(C)OC(=O)N1CC(C1)C[N+](C)(CCCNC(C1=C(C=C(C=C1)NC=1C=2N(C=CN1)C(=CN2)C2=C(C(=C(C=C2)OC)F)F)CC)=O)CC2CN(C2)C(=O)OC(C)(C)C